ClC1=C(C=CC=C1)C1=C(C=NN1)C(=O)NC1=NC=CC(=N1)N 5-(2-chlorophenyl)-N-(4-aminopyrimidinyl)-1H-pyrazole-4-carboxamide